(4-benzoylphenoxy)-2-hydroxy-N,N,N-trimethyl-1-propanaminium chloride [Cl-].C(C1=CC=CC=C1)(=O)C1=CC=C(OC(C(C)O)[N+](C)(C)C)C=C1